1-(4-chlorophenyl)-2-(piperidin-1-yl)ethane-1,2-dione ClC1=CC=C(C=C1)C(C(=O)N1CCCCC1)=O